4-(2-(((6-(4-chlorophenyl)imidazo[2,1-b]thiazol-5-yl)methyl)amino)ethyl)phenol ClC1=CC=C(C=C1)C=1N=C2SC=CN2C1CNCCC1=CC=C(C=C1)O